BrC=1C(=C(C=CC1)[C@@H](C)NC1=C2C(=C(N=N1)C)C=NC(=C2)Cl)OC (R)-N-(1-(3-bromo-2-methoxyphenyl)ethyl)-7-chloro-4-methylpyrido[3,4-d]pyridazin-1-amine